C(C)(C)(C)OC(=O)N1CCC(CC1)(C1=CC(=C(C=C1)Cl)F)C(C(=O)O)C#N 2-(1-(tert-butoxycarbonyl)-4-(4-chloro-3-fluorophenyl)piperidin-4-yl)-2-cyanoacetic acid